2,2-difluoro-2-phenylethanamine FC(CN)(C1=CC=CC=C1)F